(R)-N-((E)-1-(2-(azidomethyl)-5-fluoro-2-(hydroxymethyl)-2,3-dihydrobenzofuran-7-yl)ethylidene)-2-methylpropane-2-sulfinamide N(=[N+]=[N-])CC1(OC2=C(C1)C=C(C=C2\C(\C)=N\[S@](=O)C(C)(C)C)F)CO